C(=O)(OC(C)(C)C)C1=C(NC2=CC=C(C=C12)F)B(O)O Boc-5-fluoroindole-2-boronic acid